(Z,E)-7,11-hexadecadienol C(CCCCC\C=C/CC\C=C\CCCC)O